7-((4-(2-chloro-6-(methylcarbamoyl)pyridin-3-yl)piperazin-1-yl)methyl)-2-methylpyrazolo[1,5-a]quinoxalin-4(5H)-one ClC1=NC(=CC=C1N1CCN(CC1)CC=1C=C2NC(C=3N(C2=CC1)N=C(C3)C)=O)C(NC)=O